C(C)(C)(C)C1=NC(=NO1)C(=O)NCC1=C(C=C(C=C1)C1=NC=NN2C1=CC(=C2)C=2CCSCC2)C 5-(tert-butyl)-N-(4-(6-(3,6-dihydro-2H-thiopyran-4-yl)pyrrolo[2,1-f][1,2,4]triazin-4-yl)-2-methylbenzyl)-1,2,4-oxadiazole-3-carboxamide